FC=1C=C(C(=O)N[C@@H](CCO[C@@H]2C[C@H](C2)CCC2=NC=3NCCCC3C=C2)C(=O)O)C=CC1F N-(3,4-difluorobenzoyl)-O-(trans-3-(2-(5,6,7,8-tetrahydro-1,8-naphthyridin-2-yl)ethyl)cyclobutyl)homoserine